ClC1=CC(=NC(=C1C(F)(F)F)Cl)C1=NC=CC=C1 4,6-dichloro-2-(2-pyridinyl)-5-trifluoromethylpyridine